1-(2-fluoro-1,1-dimethyl-ethyl)pyrazole-3-carboxylic acid FCC(C)(C)N1N=C(C=C1)C(=O)O